BrC=1C=C(C=2N(C1)C=C(N2)C2CCN(CC2)C(=O)OC(C)(C)C)F tert-butyl 4-(6-bromo-8-fluoro-imidazo[1,2-a]pyridin-2-yl)piperidine-1-carboxylate